2-(2-amino-6-((pyrazin-2-ylmethyl)amino)-9H-purin-9-yl)-N-(1-ethyl-3-methyl-1H-pyrazol-5-yl)acetamide NC1=NC(=C2N=CN(C2=N1)CC(=O)NC1=CC(=NN1CC)C)NCC1=NC=CN=C1